C(C)(C)C(=O)O hydroxy isopropyl ketone